3-({[(S)-2-(2H-1,3-Benzodioxol-5-yl)-1-methyl-ethyl]-N-ethylaminocarbonyloxy}methoxycarbonyl)propionic acid O1COC2=C1C=CC(=C2)C[C@H](C)N(CC)C(=O)OCOC(=O)CCC(=O)O